C(CCCC)OC(CF)=O 2-fluoro-acetic acid pentyl ester